C1(CCCCCCC1)NCC(C)C 3-Cyclooctylamino-2-methyl-propan